FCN(C(OC(C)(C)C)=O)C Tert-butyl (fluoromethyl)(methyl)carbamate